1-propionyl-piperidin C(CC)(=O)N1CCCCC1